FC1=CC2=C(C(N([Se]2=O)C2=CC=CC=C2)=O)C=C1 6-fluoro-2-phenylbenzo[d][1,2]selenazol-3(2H)-one 1-oxide